N-(1-((6-methoxy-naphthalen-2-yl)-ethynyl)cyclopropyl)piperazine-1-carboxamide hydrochloride Cl.COC=1C=C2C=CC(=CC2=CC1)C#CC1(CC1)NC(=O)N1CCNCC1